4-(2-bromoethyl)oxazolidine BrCCC1NCOC1